C1(CCC1)NC(=O)C1=CC2=C(N=C(N=C2N2CCOCC2)N/N=C/C=2C=C(C=CC2)C)O1 N-cyclobutyl-4-morpholino-2-[(2E)-2-(m-tolylmethylene)hydrazino]furo[2,3-d]pyrimidine-6-carboxamide